COCOC(=O)C1=CC2=C(N(C3=CC=CC=C23)C(=O)[O-])C=N1 (methoxymethyl)pyrido[3,4-b]indole-3,9-dicarboxylate